NCCC=1C=CC(=C(N)C1)F 5-(2-aminoethyl)-2-fluoroaniline